FC1=CC=C(CN(C2=CC=C3C(=CC(N(C3=C2)C)=O)C(F)(F)F)C)C=C1 7-((4-fluorobenzyl)(methyl)amino)-1-methyl-4-(trifluoromethyl)quinolin-2(1H)-one